BrC=1C(=NC=C(C1)C)C 3-bromo-2,5-dimethyl-pyridine